Sodium tetrakis(2,3,5,6-tetrafluoro-4-(perfluorocyclopropyl)phenyl)borate FC1=C(C(=C(C(=C1F)C1(C(C1(F)F)(F)F)F)F)F)[B-](C1=C(C(=C(C(=C1F)F)C1(C(C1(F)F)(F)F)F)F)F)(C1=C(C(=C(C(=C1F)F)C1(C(C1(F)F)(F)F)F)F)F)C1=C(C(=C(C(=C1F)F)C1(C(C1(F)F)(F)F)F)F)F.[Na+]